N1=CN=C2NC=NC2=C1C=1C(=NC=CC1)NC=1C=C(C=CC1C)NC(CC1CCNCCO1)=O N-(3-((3-(9H-purin-6-yl)pyridin-2-yl)amino)-4-methylphenyl)-2-(1,4-oxazepan-7-yl)acetamide